3-(2-phenylethynyl)pyrazin-2-amine C1(=CC=CC=C1)C#CC=1C(=NC=CN1)N